Methyl 3-(benzyloxy)-1-(but-3-en-2-yl(tert-butoxycarbonyl)amino)-5-((2,4-difluorobenzyl)carbamoyl)-4-oxo-1,4-dihydropyridine-2-carboxylate C(C1=CC=CC=C1)OC1=C(N(C=C(C1=O)C(NCC1=C(C=C(C=C1)F)F)=O)N(C(=O)OC(C)(C)C)C(C)C=C)C(=O)OC